(3,5-dibromo-4-hydroxyphenyl)(1-methyl-4,4-dioxido-5,6-dihydropyrazolo[4,3-b][1,4]thiazin-7(1H)-yl)methanone BrC=1C=C(C=C(C1O)Br)C(=O)N1C2=C(S(CC1)(=O)=O)C=NN2C